Diisopropyl (R,R)-(+)-tartrate C(=O)(OC(C)C)[C@H](O)[C@@H](O)C(=O)OC(C)C